4-(3-((5-(difluoromethyl)-2-((2-ethyl-4-((1R,5S)-8-methyl-3,8-diazabicyclo[3.2.1]octan-3-yl)phenyl)amino)pyrimidin-4-yl)amino)propyl)-1,4-oxazepan-3-one FC(C=1C(=NC(=NC1)NC1=C(C=C(C=C1)N1C[C@H]2CC[C@@H](C1)N2C)CC)NCCCN2C(COCCC2)=O)F